CC(CN)CC(CCN)(C)C 2,4,4-trimethyl-1,6-hexylenediamine